O=C1NC=C(C(N1)=O)C=1C=C(C=2N(N1)C(=CN2)F)[C@@H]2[C@H](C2)C=2C=CC(=NC2)C#N 5-((1S,2S)-2-(6-(2,4-dioxo-1,2,3,4-tetrahydropyrimidin-5-yl)-3-fluoroimidazo[1,2-b]pyridazin-8-yl)cyclopropyl)picolinonitrile